3-(4-(((4-(((adamantan-1-yl)amino)methyl)thiazol-2-yl)methyl)thio)-6-fluoro-1-oxoisoindoline-2-yl)piperidine-2,6-dione C12(CC3CC(CC(C1)C3)C2)NCC=2N=C(SC2)CSC2=C3CN(C(C3=CC(=C2)F)=O)C2C(NC(CC2)=O)=O